2-(4-(2-(5-amino-8-methylbenzo[f][1,7]naphthyridin-2-yl)ethyl)-3-methylphenoxy)ethylphosphonic acid NC1=NC2=C(C=3C=C(C=NC13)CCC1=C(C=C(OCCP(O)(O)=O)C=C1)C)C=CC(=C2)C